1-(2-(4-(1-(2,6-dichlorophenyl)azetidin-3-yl)-2-fluorophenyl)propan-2-yl)piperidine-4-carboxylic acid ClC1=C(C(=CC=C1)Cl)N1CC(C1)C1=CC(=C(C=C1)C(C)(C)N1CCC(CC1)C(=O)O)F